(6-cyclopropyl-5-fluoroimidazo[1,2-a]pyridin-2-yl)methylamine C1(CC1)C=1C=CC=2N(C1F)C=C(N2)CN